COCOC(C1=C(C(=C(C(=C1C)C)OC(C1=C(C(=C(C=C1C)O[Si](C1=CC=CC=C1)(C1=CC=CC=C1)C(C)(C)C)C)C)=O)CO)C)=O.ClCC1=NC=C(N=C1)CCl 2,5-dichloromethyl-pyrazine methoxymethyl-4-((4-((tert-butyldiphenylsilyl)oxy)-2,3,6-trimethylbenzoyl)oxy)-3-(hydroxymethyl)-2,5,6-trimethylbenzoate